OCC1=C(C=CC=C1)NC(=O)NC1=CC(=CC=C1)OC 1-(2-(hydroxymethyl)phenyl)-3-(3-methoxyphenyl)urea